ammonioborane [NH3+]B